C1(=CC=CC=C1)OC(C1=C(N=CC(=C1)C=1C=CC=2N=CN=C(C2N1)N[C@@H](C(=O)N1CCN(CC1)C)C)OC)=O (R)-2-methoxy-5-(4-((1-(4-methylpiperazin-1-yl)-1-oxopropan-2-yl)amino)pyrido[3,2-d]pyrimidin-6-yl)nicotinic acid phenyl ester